methyl-2-(1-pyrrolidinyl)-2-cyclopenten-1-one CC1=C(C(CC1)=O)N1CCCC1